N-(2-((2R,3S)-1-ethyl-2-methylpyrrolidin-3-yl)thieno[2,3-b]pyridin-4-yl)-4,6-difluorobenzo[d]thiazol-5-amine C(C)N1[C@@H]([C@H](CC1)C1=CC=2C(=NC=CC2NC=2C(=CC3=C(N=CS3)C2F)F)S1)C